FC1(CCC(CC1)C1=NC=CC(=C1NC(=O)C=1C=NC(=NC1)C(C)C)C1=NC(=CC=C1)F)F N-(2'-(4,4-difluorocyclohexyl)-6-fluoro-[2,4'-bipyridin]-3'-yl)-2-isopropylpyrimidine-5-carboxamide